Methyl (S)-2-hydroxy-4'-(2-oxo-3-(pyrrolidin-3-yl)-2,3-dihydro-1H-imidazo[4,5-b]pyridin-1-yl)-[1,1'-biphenyl]-4-carboxylate Hydrochloride Cl.OC1=C(C=CC(=C1)C(=O)OC)C1=CC=C(C=C1)N1C(N(C2=NC=CC=C21)[C@@H]2CNCC2)=O